The molecule is a hydroxydocosahexaenoate that is the conjugate base of (4Z,8E,10Z,13Z,16Z,19Z)-7-hydroxydocosahexaenoic acid, obtained by deprotonation of the carboxy group; major species at pH 7.3. It is a conjugate base of a (4Z,8E,10Z,13Z,16Z,19Z)-7-hydroxydocosahexaenoic acid. CC/C=C\\C/C=C\\C/C=C\\C/C=C\\C=C\\C(C/C=C\\CCC(=O)[O-])O